C1(=CC=C(C=C1)CN1C=CC2=CC(=CC(=C12)C(=O)N[C@@H](C)C1=CC=C(C(=O)O)C=C1)C1=CC=C(C=C1)F)C1=CC=CC=C1 (S)-4-(1-(1-([1,1'-biphenyl]-4-ylmethyl)-5-(4-fluorophenyl)-1H-indole-7-carboxamido)ethyl)benzoic acid